CN1N=C2C(N(CCC2=C1C1=NC(=CC=C1)C(F)(F)F)C(=O)OC(C)(C)C)C Tert-butyl 2,7-dimethyl-3-[6-(trifluoromethyl) pyridin-2-yl]-5,7-dihydro-4H-pyrazolo[3,4-c]pyridine-6-carboxylate